(3R)-8-[2-[4-[4-[(2,6-dioxopiperidin-3-yl)amino]-2-fluorophenyl]piperidin-1-yl]acetyl]-8-azaspiro[4.5]decan O=C1NC(CC[C@H]1NC1=CC(=C(C=C1)C1CCN(CC1)CC(=O)N1CCC2(CCCC2)CC1)F)=O